2-ACETYL-3-HYDROXYTHIOPHENE-5-CARBOXYLIC ACID C(C)(=O)C=1SC(=CC1O)C(=O)O